COC(C1=CC(=C(C=C1)C=1NC=C(N1)C(F)(F)F)Br)=O 3-bromo-4-(4-(trifluoromethyl)-1H-imidazol-2-yl)benzoic acid methyl ester